ClC1=NC(=CC(=N1)N[C@@H]1[C@H](C2CCC1CC2)C(=O)OCC)C=2OC=CC2 (2S,3S)-ethyl 3-((2-chloro-6-(furan-2-yl)pyrimidin-4-yl)amino)bicyclo[2.2.2]octane-2-carboxylate